ClC=1N=C(SC1C(=O)C1=NC(=NO1)C1CCCC1)N([C@@H](C)C(=O)OCC)C1=CC=C(C=C1)F |r| rac-Ethyl N-[4-chloro-5-(3-cyclopentyl-1,2,4-oxadiazole-5-carbonyl)-1,3-thiazol-2-yl]-N-(4-fluorophenyl)-alaninate